Furan-4-carbaldehyde O1C=CC(=C1)C=O